The molecule is a nucleotide-sugar oxoanion arising from deprotonation of the diphosphate OH groups of 3''-O-butanoyl-ADP-D-ribose; major species at pH 7.3. It derives from an ADP-D-ribose(2-). CCC(=O)O[C@@H]1[C@H](OC([C@@H]1O)O)COP(=O)([O-])OP(=O)([O-])OC[C@@H]2[C@H]([C@H]([C@@H](O2)N3C=NC4=C(N=CN=C43)N)O)O